C1=CN=C(N1)C(=O)N IMIDAZOLCARBOXAMIDE